ClCCC1=CC=C(C=C1)CCl 1-(2-chloroethyl)-4-(chloromethyl)benzene